(3R,4R,5S)-5-fluoro-1-[4-({8-[3-(methanesulfonyl-methyl)azetidin-1-yl]-5-(propan-2-yl)isoquinolin-3-yl}amino)pyrimidin-2-yl]-4-methoxy-piperidin-3-ol F[C@@H]1[C@@H]([C@@H](CN(C1)C1=NC=CC(=N1)NC=1N=CC2=C(C=CC(=C2C1)C(C)C)N1CC(C1)CS(=O)(=O)C)O)OC